3-[6-(2-furyl)imidazo[1,2-a]pyrazin-3-yl]phenol O1C(=CC=C1)C=1N=CC=2N(C1)C(=CN2)C=2C=C(C=CC2)O